(difluoromethoxy)-N-[(2S)-1-hydroxy-4-(trifluoromethoxy)butan-2-yl]-3-[2-(1-methyl-1H-pyrazol-4-yl)ethynyl]benzamide FC(OC1=C(C(=O)N[C@H](CO)CCOC(F)(F)F)C=CC=C1C#CC=1C=NN(C1)C)F